tert-butyl 3-(chlorocarbonyl)-3-fluoroazetidine-1-carboxylate ClC(=O)C1(CN(C1)C(=O)OC(C)(C)C)F